(S)-2-(3-(6-(allyloxy)-2,3-dichlorophenyl)-3,4-dihydro-2H-pyrrol-5-yl)-1-ethylhydrazine-1-carboxylic acid tert-butyl ester C(C)(C)(C)OC(=O)N(NC=1C[C@H](CN1)C1=C(C(=CC=C1OCC=C)Cl)Cl)CC